C1=CN=C2N1C1=C(OC[C@H]2NC(OCC2=CC=CC=C2)=O)C=CC=C1 (S)-Benzyl (4,5-dihydrobenzo[b]imidazo[1,2-d][1,4]oxazepin-4-yl)carbamate